methyl 2-(1-(tert-butoxycarbonyl) piperidin-4-yl)-4H-thieno[3,2-b]pyrrole-5-carboxylate C(C)(C)(C)OC(=O)N1CCC(CC1)C1=CC=2NC(=CC2S1)C(=O)OC